O1CCN(CC1)CC=1C=C(C=C(C1)C(F)(F)F)NC(=O)C1=CSC=2CN(CCC21)C(=O)C=2C=NN1C2C=NC=C1 N-[3-(morpholinomethyl)-5-(trifluoromethyl)phenyl]-6-(pyrazolo[1,5-a]pyrazine-3-carbonyl)-5,7-dihydro-4H-thieno[2,3-c]pyridine-3-carboxamide